2-(1-ethyl-3-methyl-1H-pyrazole-5-carboxamido)-1-(4-(1-ethyl-3-methyl-1H-pyrazole-5-carboxamido)Butyl)-1H-benzo[d]imidazole-5-carboxamide C(C)N1N=C(C=C1C(=O)NC1=NC2=C(N1CCCCNC(=O)C1=CC(=NN1CC)C)C=CC(=C2)C(=O)N)C